[2-(6-Fluoro-4-methoxy-2-methyl-indol-1-yl)-ethyl]-{6-[4-(1H-imidazol-4-yl)-phenyl]-pyrimidin-4-yl}-amin FC1=CC(=C2C=C(N(C2=C1)CCNC1=NC=NC(=C1)C1=CC=C(C=C1)C=1N=CNC1)C)OC